FC1=C(C(=CC=C1)F)C(C)(C)C1=NC=NO1 5-[2-(2,6-difluorophenyl)propan-2-yl]-1,2,4-oxadiazol